4-[2-amino-9-[(2,6-difluoro-4-nitro-phenyl)methyl]Purin-6-yl]Pyridine NC1=NC(=C2N=CN(C2=N1)CC1=C(C=C(C=C1F)[N+](=O)[O-])F)C1=CC=NC=C1